(2S,3R,4S)-2-[(2,2'-difluoro-5'-methyl[1,1'-biphenyl]-3-yl)methyl]-3-[(ethanesulfonyl)amino]-4-fluoro-N,N-dimethylpyrrolidine-1-carboxamide FC1=C(C=CC=C1C[C@@H]1N(C[C@@H]([C@@H]1NS(=O)(=O)CC)F)C(=O)N(C)C)C1=C(C=CC(=C1)C)F